C(C)(C)(C)N(C(O)=O)C1=C2C(N(C=NC2=CC=C1)CCC1=C(C=CC=C1)OC)=O.C12=CC=C(CC1)C2 perhydronorbornadiene Tert-Butyl-(3-(2-Methoxyphenethyl)-4-Oxo-3,4-DihydroQuinazolin-5-yl)Carbamate